C(C)(C)(C)OC(=O)N1CC=2N=C(N=CC2C2(C1)CC2)O 2'-Hydroxy-6'H-spiro[cyclopropane-1,5'-pyrido[3,4-d]pyrimidine]-7'(8'H)-carboxylic acid tert-butyl ester